BrC(=CC1OCC1C)Br (2,2-Dibromovinyl)-3-Methyloxetane